(3R)-N-{3-[5-(2,2-dimethylpropyl)-2H-pyrazolo[3,4-b]pyridin-2-yl]-4-fluorophenyl}-3-fluoropyrrolidine-1-carboxamide CC(CC1=CC=2C(N=C1)=NN(C2)C=2C=C(C=CC2F)NC(=O)N2C[C@@H](CC2)F)(C)C